chlorine hydrochloride Cl.[Cl]